2-(2-(2-Ethylbutanoyl)isoindolin-5-yl)benzoic acid C(C)C(C(=O)N1CC2=CC=C(C=C2C1)C1=C(C(=O)O)C=CC=C1)CC